Cl.NCCC(=O)O L-beta-alanine hydrochloride